O=C1NC(CC[C@@H]1N1C(C2=CC(=C(C=C2C1=O)N1CCC(CC1)CN1CCN(CC1)C1=CC=C(C=C1)NC1=C2N=CN(C2=NC=N1)C1CC(C1)NC(CC1=CC=CC=C1)=O)F)=O)=O N-((1s,3s)-3-(6-((4-(4-((1-(2-(2,6-dioxopiperidin-3-yl)-6-fluoro-1,3-dioxoisoindolin-5-yl)piperidin-4-yl)methyl)piperazin-1-yl)phenyl)amino)-9H-purin-9-yl)cyclobutyl)-2-phenylacetamide